benzo[h]quinolin N1=CC=CC2=CC=C3C(=C12)C=CC=C3